(9S)-1-azido-9-ethyl-5-fluoro-9-hydroxy-1-((2-hydroxyethoxy)methyl)-4-methyl-1,2,3,9,12,15-hexahydro-10H,13H-benzo[de]pyrano[3',4':6,7]indolizino[1,2-b]quinoline-10,13-dione N(=[N+]=[N-])C1(CCC=2C=3C1=C1C(=NC3C=C(C2C)F)C2=CC3=C(C(N2C1)=O)COC([C@]3(O)CC)=O)COCCO